Pyrazolo[1,5-a]pyrimidine-5,7-diol N1=CC=C2N1C(=CC(=N2)O)O